CC1N(CCC1)CC(NC1=CC=C(C=C1)OC1CC(C1)N1CCCCC1)=S 2-(2-methylpyrrolidin-1-yl)-N-(4-(3-(piperidin-1-yl)cyclobutoxy)phenyl)ethanethioamide